(1R,2S,5S)-N-[1-Cyano-2-(1H-indol-3-yl)ethyl]-6,6-dimethyl-3-[(2S)-3,3-dimethyl-2-[(2,2,2-trifluoroacetyl)amino]butanoyl]-3-azabicyclo[3.1.0]hexane-2-carboxamide C(#N)C(CC1=CNC2=CC=CC=C12)NC(=O)[C@@H]1[C@H]2C([C@H]2CN1C([C@H](C(C)(C)C)NC(C(F)(F)F)=O)=O)(C)C